(3,4-Dihydroxyphenyl)acetic acid OC=1C=C(C=CC1O)CC(=O)O